N1(CCN(CC1)C(=O)OCC1(N2CCC(C1=O)CC2)COC)C(=O)OCC2(N1CCC(C2=O)CC1)COC bis((2-(methoxymethyl)-3-oxoquinuclidin-2-yl)methyl) piperazine-1,4-dicarboxylate